methyl 5-(2-(diphenylmethylene) hydrazineyl)-1-fluoro-2-naphthoate C1(=CC=CC=C1)C(=NNC1=C2C=CC(=C(C2=CC=C1)F)C(=O)OC)C1=CC=CC=C1